(S)-4-((1-(tert-Butoxycarbonyl)pyrrolidin-3-yl)amino)-2-(butylamino)pyrimidine-5-carboxylic acid ethyl ester C(C)OC(=O)C=1C(=NC(=NC1)NCCCC)N[C@@H]1CN(CC1)C(=O)OC(C)(C)C